BrC=1C(=CC(=C(C1)NC(C(=O)C1=CC=C(C=C1)OC1=NC=NC2=CC(=C(C=C12)OC)OC)=O)F)F (5-bromo-2,4-difluorophenyl)-2-(4-((6,7-dimethoxyquinazolin-4-yl)oxy)phenyl)-2-oxoacetamide